methyl ((2-(3-chlorophenyl)-1-phenylethoxy)carbonyl)-L-leucinate ClC=1C=C(C=CC1)CC(OC(=O)N[C@@H](CC(C)C)C(=O)OC)C1=CC=CC=C1